4,5-dimethyl-3-hexanone CC(C(CC)=O)C(C)C